(3S)-N-[(3-chlorophenyl)methyl]-1-[5-(5-fluoro-2-methoxypyridin-4-yl)-1H-pyrazole-3-carbonyl]piperidine-3-carboxamide ClC=1C=C(C=CC1)CNC(=O)[C@@H]1CN(CCC1)C(=O)C1=NNC(=C1)C1=CC(=NC=C1F)OC